BrC=1C=CC(=C(C(=O)O)C1)C(NC(C)C)=O 5-bromo-2-[(propan-2-yl)carbamoyl]benzoic acid